Bis[silacyclobutyl-{2-(5-methyl-2-furyl)-4-phenyl-5-methyl-1-indenyl}{2-(5-tert-butyl-2-furyl)-4-phenyl-5-methyl-1-indenyl}]zirconium [SiH]1(CCC1)C1=C(C(=C2C(=C(C(C2=C1)[Zr]C1C(=C(C2=C(C(=C(C=C12)[SiH]1CCC1)C)C1=CC=CC=C1)C1C(=CC2=C(C(=CC=C12)C)C1=CC=CC=C1)C=1OC(=CC1)C)C=1OC(=CC1)C(C)(C)C)C=1OC(=CC1)C(C)(C)C)C1C(=CC2=C(C(=CC=C12)C)C1=CC=CC=C1)C=1OC(=CC1)C)C1=CC=CC=C1)C